BrC=1C=CC(=C(C1)C1=CC=C(C=C1)Cl)C1=NC=CC=C1 2-(5-Bromo-4'-chloro-[1,1'-biphenyl]-2-yl)pyridine